NCC1=NNC(C2=CC=C(C=C12)C=1C=NN(C1C1=C(C=CC=C1)Cl)C)=O 4-(aminomethyl)-6-(5-(2-chlorophenyl)-1-methyl-1H-pyrazol-4-yl)phthalazin-1(2H)-one